2-cyano-N-(5-(2-(((1r,4r)-4-(dimethyl-amino)cyclohexyl)-amino)-8-isopropyl-7-oxo-7,8-dihydropyrido-[2,3-d]pyrimidin-6-yl)-6-methylpyridin-2-yl)-benzenesulfonamide C(#N)C1=C(C=CC=C1)S(=O)(=O)NC1=NC(=C(C=C1)C1=CC2=C(N=C(N=C2)NC2CCC(CC2)N(C)C)N(C1=O)C(C)C)C